3-amino-2-(((benzyloxy)carbonyl)amino)propanoic acid NCC(C(=O)O)NC(=O)OCC1=CC=CC=C1